ClC=1C=C(C=NC1OC1=CC=CC=C1)NC=1C2=C(N=CN1)C=CC(=N2)N2CCNC1(CC1)C2 N-(5-chloro-6-phenoxy-3-pyridyl)-6-(4,7-diazaspiro[2.5]octan-7-yl)pyrido[3,2-d]pyrimidin-4-amine